(R)-5-(difluoromethyl)-2-(4-((1-methylpiperidin-3-yl)amino)-5,6,7,8-tetrahydrophthalazin-1-yl)phenol FC(C=1C=CC(=C(C1)O)C1=NN=C(C=2CCCCC12)N[C@H]1CN(CCC1)C)F